nitrosocobalt N(=O)[Co]